Lithium naphthalenetetracarboxylic acid salt C1(=C(C(=C(C2=CC=CC=C12)C(=O)[O-])C(=O)[O-])C(=O)[O-])C(=O)[O-].[Li+].[Li+].[Li+].[Li+]